6-bromo-5-chloro-7-nitroquinolin BrC=1C(=C2C=CC=NC2=CC1[N+](=O)[O-])Cl